6,6-Difluoro-spiro[2.5]octane-1-carboxylic acid (2-{4-[5-chloro-2-(5-methanesulfonyl-pyridin-2-ylmethoxy)-benzyl]-piperazin-1-yl}-2-oxo-ethyl)-amide ClC=1C=CC(=C(CN2CCN(CC2)C(CNC(=O)C2CC23CCC(CC3)(F)F)=O)C1)OCC1=NC=C(C=C1)S(=O)(=O)C